BrC1=CC=C(C=C1)C(CBr)(F)F 1-bromo-4-(2-bromo-1,1-difluoro-ethyl)-benzene